F[C@H]1CN(CC[C@H]1N1C(N(C2=C1C=CC(=C2)C(=O)N)C2=NC=C(C=C2F)C(F)(F)F)=O)CC(C)(C)O ((3S,4R)-3-fluoro-1-(2-hydroxy-2-methylpropyl)piperidin-4-yl)-3-(3-fluoro-5-(trifluoromethyl)pyridin-2-yl)-2-oxo-2,3-dihydro-1H-benzo[d]imidazole-5-carboxamide